C1OCC(C12CCNCC2)N 2-oxa-8-azaspiro[4.5]-decan-4-amine